COC(CNC1=C(C=2C[C@@H](C=C(C2C=C1OCC1=CC=CC=C1)C)NC(=O)OC(C)(C)C)F)=O.CC=1N=C2N(C=CC=N2)C1C=O (2-methylimidazo[1,2-a]pyrimidin-3-yl)methanone methyl-({(7S)-3-(benzyloxy)-7-[(tert-butoxycarbonyl)amino]-1-fluoro-5-methyl-7,8-dihydronaphthalen-2-yl}amino)acetate